C1(CC1)C1=C(C=CC=C1)[C@H]1N(CCN(C1)C)C1CC2(C1)CCNCC2 |o1:9| (R or S)-2-(2-(2-cyclopropylphenyl)-4-methylpiperazin-1-yl)-7-azaspiro[3.5]nonane